N[C@@H]([C@H](O)C)C(=O)O.C(CC)N1CN(C=C1)C 1-propyl-3-methylimidazole threonine salt